hexyl phosphate P(=O)(OCCCCCC)([O-])[O-]